C(C)(C)(C)OC(=O)N1C=CC2=C(C(=CC(=C12)C)OC)CN1[C@@H](CC(CC1)C1=NN(C=C1)C)C1=CC=C(C=C1)C(=O)OC (S)-5-methoxy-4-((2-(4-(methoxycarbonyl)phenyl)-4-(1-methyl-1H-pyrazol-3-yl)piperidin-1-yl)methyl)-7-methyl-1H-indole-1-carboxylic acid tert-butyl ester